N1(CCCCC1)C=1SC=2C(=NC(=C(C2)NC(=O)C2=NC(=CC=C2)C=2C=NN(C2)C2OCCCC2)N2CCCCC2)N1 N-(2,5-bis(piperidin-1-yl)thiazolo[4,5-b]pyridin-6-yl)-6-(1-(tetrahydro-2H-pyran-2-yl)-1H-pyrazol-4-yl)pyridine-2-carboxamide